2-((1-(2-(isoindolin-2-yl)-7-methyl-4-oxo-4H-pyrido[1,2-a]pyrimidin-9-yl)ethyl)amino)benzamide C1N(CC2=CC=CC=C12)C=1N=C2N(C(C1)=O)C=C(C=C2C(C)NC2=C(C(=O)N)C=CC=C2)C